(R)-((5-fluoro-2-(2-methoxy-7-methylquinoxalin-5-yl)-7,8-dihydrobenzofuro[5,4-d]thiazol-7-yl)methyl)carbamic acid benzyl ester C(C1=CC=CC=C1)OC(NC[C@@H]1OC2=C(C1)C1=C(N=C(S1)C1=C3N=CC(=NC3=CC(=C1)C)OC)C=C2F)=O